FC1=C(C(=O)OC)C=CC(=C1)S(NC1(COC1)C)(=O)=O methyl 2-fluoro-4-(N-(3-methyloxetan-3-yl)sulfamoyl)benzoate